C(C)(C)(C)OCC(=O)NC12CC(C1)(C2)C(F)(F)F 2-(tert-butoxy)-N-(3-(trifluoromethyl)bicyclo[1.1.1]pentan-1-yl)acetamide